C(C)(C)(C)OC(=O)N1C[C@@H](CC1)NC1=CC=C(C=C1)[N+](=O)[O-] (R)-3-((4-nitrophenyl)amino)pyrrolidine-1-carboxylic acid tert-butyl ester